COC1=CC=C(C=C1)C1=NC2=CC=CC=C2C(=C1)NCCCNCC1=CN=CN1C N1-(2-(4-Methoxyphenyl)quinolin-4-yl)-N3-((1-methyl-1H-imidazol-5-yl)methyl)propane-1,3-diamine